5-oxo-hept-6-enoic acid ethyl ester C(C)OC(CCCC(C=C)=O)=O